ClCC=1SC(=CC1)C1CC1 2-(chloromethyl)-5-cyclopropylthiophene